C(C)(C)(C)CC(C)(C1=CC(=CC=C1)C(CC(C)(C)C)(C)OO)OO 1,3-bis(tertiary-butyl-peroxyl-isopropyl)benzene